n-dodecyl tert-butyl ether C(C)(C)(C)OCCCCCCCCCCCC